N-[6-(difluoromethyl)-2-pyridinyl]-2-[1-[2-[4-[5-[(2,6-dioxo-3-piperidinyl)amino]-2-pyridinyl]-1-piperidinyl]acetyl]-4-piperidinyl]-7-isopropoxy-imidazo[1,2-a]pyridine-6-carboxamide FC(C1=CC=CC(=N1)NC(=O)C=1C(=CC=2N(C1)C=C(N2)C2CCN(CC2)C(CN2CCC(CC2)C2=NC=C(C=C2)NC2C(NC(CC2)=O)=O)=O)OC(C)C)F